bromo-5-(1-(trifluoromethyl)cyclopropyl)thiophene BrC=1SC(=CC1)C1(CC1)C(F)(F)F